NC1=C(C(N(C(N1C)=O)C)=O)C(CNC1=CC(=C(C=C1)Cl)Cl)=O 6-amino-5-{2-[(3,4-dichlorophenyl)amino]acetyl}-1,3-dimethyl-1,2,3,4-tetrahydropyrimidine-2,4-dione